ethyl (2Z,4S)-2-[(dimethylamino) methylene]-4-methoxy-3-oxopentanoate CN(C)\C=C(/C(=O)OCC)\C([C@H](C)OC)=O